6,13-bis(triisopropylsilylethynyl)pentacene tert-butyl-(2S,3R)-3-(benzyl(methyl)amino)-2-((R)-1-hydroxyethyl)pyrrolidine-1-carboxylate C(C)(C)(C)OC(=O)N1[C@@H]([C@@H](CC1)N(C)CC1=CC=CC=C1)[C@@H](C)O.C(C)(C)[Si](C(C)C)(C(C)C)C#CC1=C2C=C3C=CC=CC3=CC2=C(C2=CC3=CC=CC=C3C=C12)C#C[Si](C(C)C)(C(C)C)C(C)C